ClC1=CC=C(OCC2=NN=C(O2)[C@@H]2CC[C@H](CC2)NC(OC(C)(C)C)=O)C=C1 trans-tert-butyl (4-(5-((4-chlorophenoxy)methyl)-1,3,4-oxadiazol-2-yl)cyclohexyl)carbamate